(2R,3S)-3-((5-fluoro-2-(2-methoxy-7-methylquinoxalin-5-yl)benzo[d]thiazol-6-yl)oxy)butan-2-yl (2-(N-methylmethylsulfonamido)pyrimidin-5-yl)carbamate CN(S(=O)(=O)C)C1=NC=C(C=N1)NC(O[C@H](C)[C@H](C)OC1=CC2=C(N=C(S2)C2=C3N=CC(=NC3=CC(=C2)C)OC)C=C1F)=O